C=1(C(=CC=CC1)C)C.[Na].[Na] disodium xylene